C1(CC1)[C@@H]1NC(CC[C@H]1NC(=O)[C@H]1N(C[C@@H](C1)O)C([C@H](C(C)(C)C)N1N=NC(=C1)C1CC1)=O)=O (2S,4r)-N-[(2S,3r)-2-cyclopropyl-6-oxo-3-piperidinyl]-1-[(2S)-2-(4-cyclopropyltriazol-1-yl)-3,3-dimethyl-butyryl]-4-hydroxy-pyrrolidine-2-carboxamide